FC(C#N)(CC)[SiH](C)C fluoro(dimethyl)silylbutyronitrile